2,4-Dimethyl-3-cyclohexene-1-carboxaldehyde CC1C(CCC(=C1)C)C=O